NC1=C(N=C2C(=N1)NC=C2)C(=O)O 3-amino-5H-pyrrolo[2,3-b]pyrazine-2-carboxylic acid